C1(CC1)N1[C@H](CN(CC1)C1=C(C=C(C(=C1)OC)NC1=NC=NC(=C1)N1OCC[C@@H]1C=1C=C(C=CC1)C1=CC(=CC=C1)F)NC(C=C)=O)C N-(2-((S)-4-cyclopropyl-3-methylpiperazin-1-yl)-5-((6-((R)-3-(3'-fluoro-[1,1'-biphenyl]-3-yl)isoxazolidin-2-yl)pyrimidin-4-yl)amino)-4-methoxyphenyl)acrylamide